[Co].IC=1C(=C(C(=NC1C=1OC=C(N1)C(C)(C)C)C=1OC=C(N1)C(C)(C)C)I)[N+](=O)[O-] diiodo[2,6-bis[4-(S)-tert-butyl-2-oxazolyl]-4-nitropyridine] cobalt